6,6'-di-tert-butyl-4,4'-butylidene-di-m-cresol C(C)(C)(C)C=1C=C(C(=CC1O)C)C(CCC)C=1C(=CC(=C(C1)C(C)(C)C)O)C